CC1=CC=CC(=N1)C1=NC=CC(=N1)NC1=NC(=NC=C1)NC=1C=CC(=C(C1)CC(=O)OC1CNC1)N1CCNCC1 azetidin-3-yl 2-[5-[[4-[[2-(6-methyl-2-pyridyl)pyrimidin-4-yl]amino]pyrimidin-2-yl]amino]-2-piperazin-1-yl-phenyl]acetate